tert-butyl (2R,4S)-2-(cyanomethyl)-4-{[2-(N'-hydroxycarbamimidoyl)-6-[(1S)-1-[(2S)-1-methylpyrrolidin-2-yl]ethoxy]pyrimidin-4-yl]oxy}-piperidine-1-carboxylate C(#N)C[C@H]1N(CC[C@@H](C1)OC1=NC(=NC(=C1)O[C@@H](C)[C@H]1N(CCC1)C)C(N)=NO)C(=O)OC(C)(C)C